CCCCCCCCCCC1=C(C=CC=C1S(=O)(=O)[O-])OC2=C(C(=CC=C2)S(=O)(=O)[O-])CCCCCCCCCC.[Na+].[Na+] disodium oxybis(decylbenzenesulphonate)